C(CN(CC(C)O)CC(C)O)N(CC(C)O)CC(C)O 1,1',1'',1'''-(ethylenedinitrilo)tetrakis(2-propanol)